N-((3-fluoro-4-methoxypyridin-2-yl)methyl)-3-(methoxymethyl)-1-(4-((2-oxo-2,3-dihydro-1H-pyrrolo[3,2-b]pyridin-1-yl)methyl)benzyl)-1H-pyrazole-4-carboxamide FC=1C(=NC=CC1OC)CNC(=O)C=1C(=NN(C1)CC1=CC=C(C=C1)CN1C(CC2=NC=CC=C21)=O)COC